3-Chloro-2'-(3-(2-hydroxypropan-2-yl)-1H-pyrazol-1-yl)-5',6-dimethyl-4-((2,4,6-trifluorobenzyl)oxy)-2H-[1,4'-bipyridin]-2-one ClC=1C(N(C(=CC1OCC1=C(C=C(C=C1F)F)F)C)C1=CC(=NC=C1C)N1N=C(C=C1)C(C)(C)O)=O